CCCCCCCCCCCCCCCCCCCCCCCCCCCCCCCCCCCCCCCCCCCCCCCCCCCCCCCCCCCCCCCCCCCCCCCCCCCCC n-Heptaheptacontane